4-[(4S)-5,5-difluoro-4-hydroxy-3-(trifluoromethyl)-6,7-dihydro-4H-indazol-1-yl]-2,2-dimethylbutyronitrile FC1([C@H](C=2C(=NN(C2CC1)CCC(C#N)(C)C)C(F)(F)F)O)F